N-(4-tert-butyl-2-benzothienyl)-4-tert-butylbiphenylamine C(C)(C)(C)C1=CC=CC2=C1C=C(S2)NC=2C(=CC=C(C2)C(C)(C)C)C2=CC=CC=C2